FC1=CC=C(C=C1)N1N=C(C=2C1=NC(=CC2N2CCC(CC2)C2CCN(CC2)C)C(=O)NS(=O)(=O)C)C(C)C 1-(4-fluorophenyl)-N-(methylsulfonyl)-4-(1'-methyl-[4,4'-bipiperidin]-1-yl)-3-(propan-2-yl)-1H-pyrazolo[3,4-b]pyridine-6-carboxamide